ClC=1C=C(C=CC1F)NC1=NC=NC2=CC(=C(C=C12)OC1CCN(CC1)C(=O)N1CCCCC1)OC 4-[(3-chloro-4-fluoro-phenyl)amino]-6-{1-[(piperidin-1-yl)carbonyl]-piperidin-4-yloxy}-7-methoxy-quinazoline